(5S*)-tert-butyl 5-(hydroxymethyl)-5,6,9,10-tetrahydro-4H-isoxazolo[3,4-c]pyrido[4',3':3,4]pyrazolo[1,5-a]-azepine-11(12H)-carboxylate OC[C@H]1CC=2C(C=3N(C1)N=C1C3CN(CC1)C(=O)OC(C)(C)C)=NOC2 |o1:2|